9,9-dihexyloxy-2-pivaloyloxynonane C(CCCCC)OC(CCCCCCC(C)OC(C(C)(C)C)=O)OCCCCCC